C(C)OC1=CC(=C(C(=C1)C)C1=CN=CC(=N1)C(=O)N/N=C/C1=CC(=CC=C1)OC)C (E)-6-(4-ethoxy-2,6-dimethylphenyl)-N'-(3-methoxybenzylidene)pyrazine-2-carbohydrazide